CC1NCC(NC1)=O 5-methylpiperazin-2-one